CC1=C2C(NC(=NC2=CC=C1C=1C=CC=2N(C1)C=C(N2)C)C2CCN(CC2)C)=O 5-methyl-6-(2-methylimidazo[1,2-a]pyridin-6-yl)-2-(1-methylpiperidin-4-yl)quinazolin-4(3H)-one